O1CCN(CC1)C=1C=C(C=C(C1)S(=O)(=O)C1COCC1)C=1N=CC(=NC1)N 5-(3-morpholino-5-((tetrahydrofuran-3-yl)sulfonyl)phenyl)pyrazin-2-amine